FCCCN1C[C@H](CC1)NC=1C=NC(=CC1)[C@H]1N([C@@H](CC2=C1NC1=CC=C(C=C21)I)C)CC(F)(F)F N-((S)-1-(3-fluoropropyl)pyrrolidin-3-yl)-6-((1S,3R)-6-iodo-3-methyl-2-(2,2,2-trifluoroethyl)-2,3,4,9-tetrahydro-1H-pyrido[3,4-b]indol-1-yl)pyridin-3-amine